1-benzyl-5-(4,4-difluoropiperidin-3-yl)pyridin-2(1H)-one C(C1=CC=CC=C1)N1C(C=CC(=C1)C1CNCCC1(F)F)=O